FC1=C(C=C(C=C1)OC)C1=CC=C(C=C1)CC=1C(=C(SC1C)C)C(=O)NC1CC2(CC(C2)C(=O)O)C1 6-(4-((2'-fluoro-5'-methoxy-[1,1'-biphenyl]-4-yl)methyl)-2,5-dimethylthiophene-3-carboxamido)spiro[3.3]heptane-2-carboxylic acid